CN(CCCN1C=C(C2=CC(=CC=C12)OC)C=1C(NC(C1C1=CNC2=CC=CC=C12)=O)=O)C 3-(1-(3-(dimethylamino)propyl)-5-methoxy-1H-indol-3-yl)-4-(1H-indol-3-yl)-1H-pyrrole-2,5-dione